C(C)(C)(C)N(C(O)=O)C(C#CC=1C=CC2=C(C(=CO2)C2C(NC(CC2)=O)=O)C1)([2H])[2H].C(C)(C)(C)NN tertbutyl-hydrazine tert-butyl-(3-(3-(2,6-dioxopiperidin-3-yl)benzofuran-5-yl)prop-2-yn-1-yl-1,1-d2)carbamate